NC1=NC(=C2N=CN(C2=N1)[C@H]1C=C[C@H](C1)COP(=O)(OC1=CC(=CC=C1)OCCOC)N[C@@H](C)C(=O)OC(C)C)OC isopropyl ((((1S,4R)-4-(2-amino-6-methoxy-9H-purin-9-yl)cyclopent-2-en-1-yl)methoxy)(3-(2-methoxy ethoxy)phenoxy)phosphoryl)-L-alaninate